copper-iron manganese [Mn].[Fe].[Cu]